N-(2-aminopropyl)-2-aminoethyl-methyl-dimethoxysilane NC(CNCC[Si](OC)(OC)C)C